1-(1-(6,7-difluoro-1-oxo-1,2-dihydroisoquinolin-4-yl)ethyl)-1-methyl-3-(3-chloro-4-fluorobenzyl)urea FC=1C=C2C(=CNC(C2=CC1F)=O)C(C)N(C(=O)NCC1=CC(=C(C=C1)F)Cl)C